4-amino-N,1-dimethyl-N-((3S)-6-(4-(pentafluoro-λ6-sulfanyl)phenyl)-2,3-dihydro-1-benzofuran-3-yl)-1H-pyrazolo[4,3-c]quinoline-8-carboxamide NC1=NC=2C=CC(=CC2C2=C1C=NN2C)C(=O)N([C@@H]2COC1=C2C=CC(=C1)C1=CC=C(C=C1)S(F)(F)(F)(F)F)C